2-((2-ethyl-6-methyl-5-(6-(tetrahydro-2H-pyran-4-carbonyl)-2,6-diazaspiro[3.3]heptan-2-yl)-2H-pyrazolo[3,4-b]pyridin-3-yl)(methyl)amino)-4-(4-fluorophenyl)thiazole-5-carbonitrile C(C)N1N=C2N=C(C(=CC2=C1N(C=1SC(=C(N1)C1=CC=C(C=C1)F)C#N)C)N1CC2(C1)CN(C2)C(=O)C2CCOCC2)C